4-(3-amino-1H-pyrazolo[4,3-b]pyridin-5-yl)-N-((1s,3s)-3-hydroxy-3-(trifluoromethyl)cyclobutyl)-3-methylbenzenesulfonamide NC1=NNC=2C1=NC(=CC2)C2=C(C=C(C=C2)S(=O)(=O)NC2CC(C2)(C(F)(F)F)O)C